2,2',2''-(1,3,5-benzenetriyl)tris-[1-phenyl-1H-benzimidazole] C1(=CC(=CC(=C1)C1=NC2=C(N1C1=CC=CC=C1)C=CC=C2)C2=NC1=C(N2C2=CC=CC=C2)C=CC=C1)C1=NC2=C(N1C1=CC=CC=C1)C=CC=C2